phenylbis(4-fluorophenyl)sulfonium hexafluoroantimonate F[Sb-](F)(F)(F)(F)F.C1(=CC=CC=C1)[S+](C1=CC=C(C=C1)F)C1=CC=C(C=C1)F